benzoimidazole-5-carboxylic acid (2-dimethylcarbamoyl-ethyl)-amide CN(C(=O)CCNC(=O)C1=CC2=C(N=CN2)C=C1)C